5-[(Dimethylamino)methylene]-3,6-dimethyl-4-oxo-4,5,6,7-tetrahydro-1-benzofuran-2-carboxylic acid ethyl ester C(C)OC(=O)C=1OC2=C(C1C)C(C(C(C2)C)=CN(C)C)=O